[K].[K].C(C=C)(=O)ONP(=O)(N)N acryloyloxyphosphoramide dipotassium